IC1=NNC2=NC(=NC=C21)SC 3-iodo-6-(methylthio)-1h-pyrazolo[3,4-d]pyrimidine